C(C=C)(=O)N1C[C@H]([C@@H](C1)OCC1=CC=C(C=C1)C(F)(F)F)N1N=C(C=CC1=O)C=1C=NN(C1)C 2-(trans-1-acryloyl-4-(4-(trifluoromethyl)benzyloxy)pyrrolidin-3-yl)-6-(1-methyl-1H-pyrazol-4-yl)pyridazin-3(2H)-one